COC(=O)C1=CC=C(C=C1)C[C@H]1CN(CCC1)C(=O)OC(C)(C)C tert-butyl (3S)-3-[(4-methoxycarbonylphenyl)methyl]piperidine-1-carboxylate